CC1=NC2=CC=C(C=C2C=C1N1CCN(CC1)CC=1C=CC=2C3=C(C(NC2C1)=O)C=CN3)C(NC)=O 7-((4-(2-methyl-6-(methylcarbamoyl)quinolin-3-yl)piperazin-1-yl)methyl)-1,5-dihydro-4H-pyrrolo[3,2-c]quinoline-4-one